O.O.O.N[C@@H]1CC[C@H](CC1)[C@@]1(OC2=C(O1)C(=CC(=C2C)C(=O)O)Cl)C (2R)-2-(trans-4-aminocyclohexyl)-7-chloro-2,4-dimethyl-1,3-benzodioxole-5-carboxylic acid trihydrate